(E)-4-((5-chloro-1-isopropyl-3,3-dimethyl-3H-indol-1-ium-2-yl)methylene)-2-(((Z)-5-chloro-1-isopropyl-3,3-dimethylindolin-2-ylidene)methyl)-3-oxocyclobut-1-en-1-olate ClC=1C=C2C(C(=[N+](C2=CC1)C(C)C)\C=C/1\C(C(=C1[O-])\C=C\1/N(C2=CC=C(C=C2C1(C)C)Cl)C(C)C)=O)(C)C